1-(5,5-difluoro-5-(2-methoxypyridine-3-yl)amyl)-4-phenylpiperazine FC(CCCCN1CCN(CC1)C1=CC=CC=C1)(C=1C(=NC=CC1)OC)F